2-[6-({4-[2-amino-6-(o-fluorophenyl)-4-pyrimidinyl]-1H-1,2,3-triazol-1-yl}methyl)-2-pyridinyl]-2-methylpropionitrile NC1=NC(=CC(=N1)C=1N=NN(C1)CC1=CC=CC(=N1)C(C#N)(C)C)C1=C(C=CC=C1)F